C(C)(C)(C)OC(=O)N1[C@@H](CN(CC1)C=1C=NC(=CC1OC)N)CO (S)-4-(6-amino-4-methoxy-pyridine-3-yl)-2-hydroxymethyl-piperazine-1-carboxylic acid tert-butyl ester